C(CCCCCCCCCCCCCCCCCCCCCCCCO)O 1,25-pentacosanediol